(E)-1,4-bis(3-hydroxypropyl)-1,4-dimethyltetrazene OCCCN(\N=N\N(C)CCCO)C